ClC1=NC2=C(C(=C(C=C2C(=N1)N1C[C@H]2CC[C@@H](C1)N2C(=O)OC(C)(C)C)Cl)C2=CC(=CC1=CC=CC=C21)OCOC)F tert-butyl (1R,5S)-3-(2,6-dichloro-8-fluoro-7-((S or R)-3-(methoxymethoxy) naphthalen-1-yl) quinazolin-4-yl)-3,8-diazabicyclo[3.2.1]Octane-8-carboxylate